CC1=NC=CC(=C1)NC=1C=CC2=C(N=C(O2)C2=CC(=CC=C2)NC2=CC(=NC=C2)C)C1 N-(2-methylpyridin-4-yl)-2-(3-((2-methylpyridin-4-yl)amino)phenyl)benzo[d]oxazol-5-amine